C(#N)CS(=O)(=O)C1=CC=C(COC2=CC=C(C=C2)C=2N=CN(C2)C(=O)NCC2CN(CC2)C2=CC=CC=C2)C=C1 4-(4-(4-(cyanomethylsulfonyl)benzyloxy)phenyl)-N-((1-phenylpyrrolidin-3-yl)methyl)-1H-imidazole-1-carboxamide